BrC1=C(C(=C(C=C1C(C)C)F)F)C1=CC(=NC=C1)F 4-(2-bromo-5,6-difluoro-3-isopropylphenyl)-2-fluoropyridine